methyl 4-cyano-3-methoxy-benzoate C(#N)C1=C(C=C(C(=O)OC)C=C1)OC